C(C)C(CN(C(C(CCCC)CC)=O)CC(CCCC)CC)CCCC N,N-di(2-ethylhexyl)-2-ethylhexanamide